N-(4-(((8-isopropyl-2-((tetrahydro-2H-pyran-4-yl)amino)pyrazolo[1,5-a][1,3,5]triazin-4-yl)amino)methyl)phenyl-2,3,5,6-d4)propanamide C(C)(C)C=1C=NN2C1N=C(N=C2NCC2=C(C(=C(C(=C2[2H])[2H])NC(CC)=O)[2H])[2H])NC2CCOCC2